FC1=C(N=C2[C@H]3C([C@@H](CC2=C1C1=CC(=CC2=CC=CC=C12)O)C3)(C)C)N3CC1(CN(C1)C(C=C)=O)CC3 (M)-1-(6-((1R,9R)-5-fluoro-6-(3-hydroxy-1-naphthalenyl)-10,10-dimethyl-3-azatricyclo[7.1.1.02,7]undeca-2,4,6-trien-4-yl)-2,6-diazaspiro[3.4]octan-2-yl)-2-propen-1-one